C(C1=CC=CC=C1)N(C(=O)NCC(=O)OCC1=CC=CC=C1)C(F)(F)F benzyl (benzyl(trifluoromethyl)carbamoyl)glycinate